(1R,5S,6r)-3-(5-((3-fluorophenyl)ethynyl)-2,3-dihydro-1H-inden-1-yl)-3-azabicyclo[3.1.0]Hexane-6-carboxylic acid ethyl ester C(C)OC(=O)C1[C@H]2CN(C[C@@H]12)C1CCC2=CC(=CC=C12)C#CC1=CC(=CC=C1)F